BrC1=NC(=CC2=C1N=CN(C2=O)COCC[Si](C)(C)C)F 8-bromo-6-fluoro-3-((2-(trimethylsilyl)ethoxy)methyl)pyrido[3,4-d]pyrimidin-4(3H)-one